C(C)OC(=C)C1=CN=C(S1)C1(CN(CC1)C(=O)OC(C)(C)C)OC tert-butyl 3-(5-(1-ethoxyvinyl)thiazol-2-yl)-3-methoxypyrrolidine-1-carboxylate